6-(2,6-difluoro-4-(2-methyl-7-(oxetan-2-ylmethoxy)-2H-indazol-4-yl)benzyl)-6,7-dihydro-5H-pyrrolo[3,4-b]pyridin-5-one-7,7-d2 FC1=C(CN2C(C3=NC=CC=C3C2=O)([2H])[2H])C(=CC(=C1)C=1C2=CN(N=C2C(=CC1)OCC1OCC1)C)F